methyl (E)-5-(4-((4-methylpiperazin-1-yl)methyl)phenyl)-4-phenyl-5-(4-(pivaloyloxy)phenyl)pent-4-enoate CN1CCN(CC1)CC1=CC=C(C=C1)\C(=C(\CCC(=O)OC)/C1=CC=CC=C1)\C1=CC=C(C=C1)OC(C(C)(C)C)=O